dimethyl-1H-pyrazole-5-carboxamide CC=1C(=NNC1C(=O)N)C